ClC=1C=C(C=CC1F)NC1=NC=NC2=CC(=C(C=C12)NC(C=C)=O)OCCCN1CCC(CC1)CN1CCN(CC1)C=1C=C2C(N(C(C2=CC1F)=O)C1C(NC(CC1)=O)=O)=O N-(4-((3-chloro-4-fluorophenyl)amino)-7-(3-(4-((4-(2-(2,6-dioxopiperidin-3-yl)-6-fluoro-1,3-dioxoisoindolin-5-yl)piperazin-1-yl)methyl)piperidin-1-yl)propoxy)quinazolin-6-yl)acrylamide